6-methyl-2-pyrrolidin-1-yl-4-[3-(trifluoromethyl)-7,8-dihydro-5H-1,6-naphthyridin-6-yl]quinazoline CC=1C=C2C(=NC(=NC2=CC1)N1CCCC1)N1CC=2C=C(C=NC2CC1)C(F)(F)F